C12(C(CCCC1)O2)[Si]2(O[SiH2]O[SiH2]O[SiH2]O2)CC epoxycyclohexyl-ethyl-cyclotetra-siloxane